ClC=1C=C(C=C(C1O)F)C1=NNC(=C1CC)C1=CC=CC=C1 2-[3-(3-chloro-5-fluoro-4-hydroxy-phenyl)-5-phenyl-1H-pyrazol-4-yl]Ethane